tri-t-butoxyvanadium (V) C(C)(C)(C)O[V+2](OC(C)(C)C)OC(C)(C)C